bis(trifluoroacetoxy)iodopentafluorobenzene FC(C(=O)OC1(C(C(=C(C(=C1F)F)F)I)(F)OC(C(F)(F)F)=O)F)(F)F